CS(=O)(=O)NCC1C(CN(C1)C(=O)OCC1=CC=CC=C1)(C)C benzyl 4-(methanesulfonylaminomethyl)-3,3-dimethyl-pyrrolidine-1-carboxylate